BrC1=C(C=C(C(=C1F)F)OC)CC(CC(=O)OC(C)(C)C)=O tert-Butyl 4-(2-bromo-3,4-difluoro-5-methoxyphenyl)-3-oxobutanoate